5-(2-methyl-2H-1,2,3-triazol-4-yl)-2-[3-(2,2,6,6-tetramethylpiperidin-4-yl)-3H-[1,2,3]triazolo[4,5-c]pyridazin-6-yl]phenol CN1N=CC(=N1)C=1C=CC(=C(C1)O)C1=CC2=C(N=N1)N(N=N2)C2CC(NC(C2)(C)C)(C)C